4-(cyclopentylamino)-2-((7-(morpholine-4-carbonyl)benzo[d][1,3]dioxol-4-yl)amino)-7H-pyrrolo[2,3-d]pyrimidine-5-carbonitrile C1(CCCC1)NC=1C2=C(N=C(N1)NC1=CC=C(C=3OCOC31)C(=O)N3CCOCC3)NC=C2C#N